(4-amino-7-fluoroimidazo[1,5-a]quinoxalin-8-yl)((2S,4aS,9aR)-8-fluoro-2-methyl-7-(trifluoromethoxy)-2,3,9,9a-tetrahydroindeno[2,1-b][1,4]oxazin-4(4aH)-yl)methanone NC=1C=2N(C3=CC(=C(C=C3N1)F)C(=O)N1[C@@H]3[C@H](O[C@H](C1)C)CC=1C(=C(C=CC13)OC(F)(F)F)F)C=NC2